NC=1C=2N(C(=CN1)Cl)C(=NC2C2=C(C=C(C=C2)C(NC2=NC=CC(=C2)C(F)(F)F)=O)OCC)[C@H]2C[C@](CC2)(C(=O)O)C(C)C (1S,3R)-3-[8-amino-5-chloro-1-(2-ethoxy-4-{[4-(trifluoromethyl)pyridin-2-yl]carbamoyl}phenyl)imidazo[1,5-a]pyrazin-3-yl]-1-(1-methylethyl)cyclopentanecarboxylic acid